4-(3-methoxypropionyl)piperazine-1-carboxylic acid benzyl ester C(C1=CC=CC=C1)OC(=O)N1CCN(CC1)C(CCOC)=O